5,6-difluoro-3-formyl-1-methyl-1H-indole-2-carboxylic acid methyl ester COC(=O)C=1N(C2=CC(=C(C=C2C1C=O)F)F)C